L-1-naphthyl-alanine C1(=CC=CC2=CC=CC=C12)N[C@@H](C)C(=O)O